(laurylthio)propionate C(CCCCCCCCCCC)SC(C(=O)[O-])C